4-Methylenedioxybenzeneboronic acid pinacol ester C1OC2=CC=C(C=C2O1)B1OC(C)(C)C(C)(C)O1